IC1=CC=C(C=C1)C1=NOC(C1)CN1C(=NC=C1)[C@H](C)OC1OCCCC1 3-(4-iodophenyl)-5-((2-((1S)-1-((tetrahydro-2H-pyran-2-yl)oxy)ethyl)-1H-imidazol-1-yl)methyl)-4,5-dihydroisoxazole